FC1=CC=C(OC(C(=O)NC2=CC=C(C=C2)C2=CC=C(C=C2)CN2CCN(CC2)C)(C)C)C=C1 2-(4-fluorophenoxy)-2-methyl-N-(4'-((4-methylpiperazin-1-yl)methyl)-[1,1'-biphenyl]-4-yl)propanamide